C(C=C)O[B] allyloxyboron